(S)-4-(3,5-dimethylpyridin-2-yl)-2-hydroxymethylpiperazine-1-carboxylic acid tert-butyl ester C(C)(C)(C)OC(=O)N1[C@@H](CN(CC1)C1=NC=C(C=C1C)C)CO